4-[[3-(3-fluoro-4-methoxyphenyl)imidazo[1,2-a]pyrazin-8-yl]amino]-2-methyl-N-(2-piperazin-1-ylethyl)-N-(2,2,2-trifluoroethyl)benzamide FC=1C=C(C=CC1OC)C1=CN=C2N1C=CN=C2NC2=CC(=C(C(=O)N(CC(F)(F)F)CCN1CCNCC1)C=C2)C